(R)-N-(7-(2-(tert-butylamino)-2-oxoethyl)-7-azaspiro[3.5]non-1-yl)-3,5-dichlorobenzamide C(C)(C)(C)NC(CN1CCC2(CC[C@H]2NC(C2=CC(=CC(=C2)Cl)Cl)=O)CC1)=O